4-(2-fluoro-4-(6-(1-methyl-1H-pyrazol-4-yl) pyrazolo[1,5-a]pyrazin-4-yl) benzyl)-3-oxopiperazine-1-carboxylate FC1=C(CN2C(CN(CC2)C(=O)[O-])=O)C=CC(=C1)C=1C=2N(C=C(N1)C=1C=NN(C1)C)N=CC2